CCCCCCCCCCCCCC[C@H]([C@H]([C@H](CO[C@@H]1[C@@H]([C@H]([C@H]([C@H](O1)CO)O)O)O)NC(=O)CCCCCCCCCCC2=CC=C(C=C2)F)O)O The molecule is a glycophytoceramide having an alpha-D-galactopyranosyl residue at the O-1 position and an 11-(4-fluorophenyl)undecanoyl group attached to the nitrogen. It derives from an alpha-D-galactose.